3,3,3-trifluoro-N-(2-formyl-3-methyl-phenyl)propanamide FC(CC(=O)NC1=C(C(=CC=C1)C)C=O)(F)F